CNC(COC[C@H](NC(C1=CC=CC=C1)(C1=CC=CC=C1)C1=CC=CC=C1)C(=O)O)=O O-(2-(methylamino)-2-oxoethyl)-N-trityl-L-serine